1,1'-(3,3'-ditrifluoromethyl[1,1'-biphenyl]-4,4'-diyl)bis{7-amino-4-hydroxy-3-[(E)-diazenyl]naphthalene-2-sulfonic acid} FC(C=1C=C(C=CC1C1=C(C(=C(C2=CC=C(C=C12)N)O)\N=N\[H])S(=O)(=O)O)C1=CC(=C(C=C1)C1=C(C(=C(C2=CC=C(C=C12)N)O)\N=N\[H])S(=O)(=O)O)C(F)(F)F)(F)F